3'-O-Methoxyethyl-5-methyluridine COCCO[C@H]1[C@H]([C@@H](O[C@@H]1CO)N1C(=O)NC(=O)C(=C1)C)O